2,2-diisobutyl-1,3-Dibutoxypropane C(C(C)C)C(COCCCC)(COCCCC)CC(C)C